FC1(C(NC[C@H]1CN1N=C2N=C(C=CC2=C1)C1=C(C=C(C=C1C)C(F)(F)F)O)=O)F |o1:5| (S or R)-3,3-difluoro-4-((6-(2-hydroxy-6-methyl-4-(trifluoromethyl)phenyl)-2H-pyrazolo[3,4-b]pyridin-2-yl)methyl)pyrrolidin-2-one